5-(Trifluoro-methyl)pyridin FC(C=1C=CC=NC1)(F)F